Estradiol 3-(bis(2-chloroethyl)carbamate) CC12CCC3C(C1CCC2O)CCC4=C3C=CC(=C4)OC(=O)N(CCCl)CCCl